(R)-N-(3-(1-((2-Amino-5-chloropyridin-3-yl)oxy)ethyl)phenyl)-3-methoxybenzamid NC1=NC=C(C=C1O[C@H](C)C=1C=C(C=CC1)NC(C1=CC(=CC=C1)OC)=O)Cl